o-isobutyl-toluene C(C(C)C)C1=C(C)C=CC=C1